2,2'-(ethyne-1,2-diyl)bis(4-fluoroaniline) C(#CC1=C(N)C=CC(=C1)F)C1=C(N)C=CC(=C1)F